3'-fluoro-N3,N5-dimethyl-4'-((2R,3S,4S,5S,6R)-3,4,5-trihydroxy-6-(hydroxymethyl)tetrahydro-2H-pyran-2-yloxy)biphenyl-3,5-dicarboxamide FC=1C=C(C=CC1O[C@H]1O[C@@H]([C@H]([C@@H]([C@@H]1O)O)O)CO)C1=CC(=CC(=C1)C(=O)NC)C(=O)NC